ClC1=CC=C2C(=N1)C(NC2=O)(C)C 2-chloro-7,7-dimethyl-6,7-dihydro-5H-pyrrolo[3,4-B]pyridin-5-one